C[C@](N)(CCCCN)C(=O)O D-α-methyllysine